2,6-dichloro-4-(cyclobutoxy)pyridine ClC1=NC(=CC(=C1)OC1CCC1)Cl